SALICYLATE (benzyl 2-hydroxybenzoate) C(C1=CC=CC=C1)C=1C(=C(C(=O)O)C=CC1)O.C(C=1C(O)=CC=CC1)(=O)O